C(C)(C)(C)OC(N(CC1=CC=CC=C1)CCN)=O (2-aminoethyl)(benzyl)carbamic acid tert-butyl ester